OCC(CO)NC1=NNC2=NC=CC(=C21)OC2=C(C=C(C=C2)NC(=O)C=2C(N(N=CC2)C2=CC=C(C=C2)F)=O)F N-(4-((3-((1,3-dihydroxypropan-2-yl)amino)-1H-pyrazolo[3,4-b]pyridin-4-yl)oxy)-3-fluorophenyl)-2-(4-fluorophenyl)-3-oxo-2,3-dihydropyridazine-4-carboxamide